BrC=1C=C(C=CC1C)CC(=O)O 2-(3-bromo-4-methylphenyl)acetic acid